(3-methyloxetan-3-yl) 4-[2-fluoro-5-[[6-oxo-4-(trifluoromethyl)-1H-pyridine-3-carbonyl]amino]-4-[rac-(3R,5S)-3,4,5-trimethylpiperazin-1-yl]phenyl]-3,6-dihydro-2H-pyridine-1-carboxylate FC1=C(C=C(C(=C1)N1C[C@H](N([C@H](C1)C)C)C)NC(=O)C1=CNC(C=C1C(F)(F)F)=O)C=1CCN(CC1)C(=O)OC1(COC1)C |r|